ethyl 2-(4-(4-(4-chlorophenyl)piperidin-1-yl)-2,5-difluorophenyl)acetate ClC1=CC=C(C=C1)C1CCN(CC1)C1=CC(=C(C=C1F)CC(=O)OCC)F